2-[(diphenylmethylene)amino]pyridine-4-carboxamide C1(=CC=CC=C1)C(C1=CC=CC=C1)=NC1=NC=CC(=C1)C(=O)N